OC(CCCCCCCCCCCCCCC(=O)O)CC=CCC=CCCC 16-Hydroxy-pentacosa-18,21-dienoic acid